BrC=1C=CC=C2C(=CC(=NC12)N1C=NC=C1)C(=O)N[C@@H]1CC[C@H](CC1)OC 8-bromo-2-(imidazol-1-yl)-N-[(trans)-4-methoxycyclohexyl]quinoline-4-carboxamide